2-(5-((5-chloro-4-(2-phenylmorpholino)pyrimidin-2-yl)amino)pyridin-3-yl)-2,8-diazaspiro[4.5]decan-1-one ClC=1C(=NC(=NC1)NC=1C=C(C=NC1)N1C(C2(CC1)CCNCC2)=O)N2CC(OCC2)C2=CC=CC=C2